COC1=CC=C2N(C([C@H]3N(C2=C1)CN(C3)C3=CC=CC=C3)=O)C (S)-8-methoxy-5-methyl-2-phenyl-1,2,3,3a-tetrahydroimidazo[1,5-a]quinoxalin-4(5H)-one